{2-{[2-(3H-Imidazol-4-yl)-ethylamino]-methyl}-6-[2-(3H-imidazol-4-yl)-ethylcarbamoyl]-pyridin-4-ylmethyl}-carbamic acid tert-butyl ester C(C)(C)(C)OC(NCC1=CC(=NC(=C1)C(NCCC=1NC=NC1)=O)CNCCC=1NC=NC1)=O